1-bromo-2,5-difluorobenzene BrC1=C(C=CC(=C1)F)F